Tert-butyl (3-chloro-4-fluorophenyl)carbamate ClC=1C=C(C=CC1F)NC(OC(C)(C)C)=O